gold sodium gold sulfate S(=O)(=O)([O-])[O-].[Au+3].[Na+].[Au+3]